3-(1-((tert-Butyldimethylsilyl)oxy)propyl)-4,5-dihydroisoxazole-5-carboxylic acid methyl ester COC(=O)C1CC(=NO1)C(CC)O[Si](C)(C)C(C)(C)C